(RS)-tert-Butyl 3-(6-aminopyridin-3-yl)pyrrolidine-1-carboxylate NC1=CC=C(C=N1)[C@@H]1CN(CC1)C(=O)OC(C)(C)C |r|